cobalt-zinc trimesic acid C(C1=CC(C(=O)O)=CC(C(=O)O)=C1)(=O)O.[Zn].[Co]